P(OC1=C(C=C(C=C1C)C(C)(C)C)C(C)(C)C)(OC1=C(C=C(C=C1C)C(C)(C)C)C(C)(C)C)OCC bis[2,4-di-tert-butyl-6-methylphenyl] ethyl phosphite